ClC1=C(C=2N(C=C1)N=C(N2)N)OCC(C)C 7-chloro-8-isobutoxy-[1,2,4]triazolo[1,5-a]pyridin-2-amine